2-(1,1-dimethyl-3,3-dimethylbutyl)-5-methylphenol, potassium salt [K].CC(CC(C)(C)C)(C)C1=C(C=C(C=C1)C)O